2-(6-{[(1S,2S,3R)-2-fluoro-8-azabicyclo[3.2.1]octan-3-yl](methyl)amino}-1,2,4-triazin-3-yl)-5-(4-methyl-1H-pyrazol-1-yl)phenol F[C@H]1[C@@H]2CCC(C[C@H]1N(C1=CN=C(N=N1)C1=C(C=C(C=C1)N1N=CC(=C1)C)O)C)N2